C(C)(C)C1=CC=C(C(=N1)OC)C1=CN=C2SC(=NN21)N2CCC(CC2)N2CCOCC2 4-(1-(5-(6-isopropyl-2-methoxypyridin-3-yl)imidazo[2,1-b][1,3,4]thiadiazol-2-yl)piperidin-4-yl)morpholine